BrC=1C=CC(=C(N)C1)OC(C(F)F)(F)F 5-bromo-2-(1,1,2,2-tetrafluoroethoxy)aniline